[(3S)-1-(6-chloro-2-{[5-chloro-1-(2,2-difluoroethyl)-1H-pyrazol-4-yl]amino}quinazolin-7-yl)pyrrolidin-3-yl]methanol ClC=1C=C2C=NC(=NC2=CC1N1C[C@H](CC1)CO)NC=1C=NN(C1Cl)CC(F)F